Tert-butyl 3-(5-(3-cyano-6-(1-(difluoromethyl)-1H-pyrazol-4-yl) pyrazolo[1,5-a]pyridin-4-yl) pyridin-2-yl)-3,6-diazabicyclo[3.2.1]octane-6-carboxylate C(#N)C=1C=NN2C1C(=CC(=C2)C=2C=NN(C2)C(F)F)C=2C=CC(=NC2)N2CC1CN(C(C2)C1)C(=O)OC(C)(C)C